3,5-dichloro-4-((3-methoxy-1-((2-(trimethylsilyl)ethoxy)-methyl)-1H-indazol-5-yl)oxy)aniline ClC=1C=C(N)C=C(C1OC=1C=C2C(=NN(C2=CC1)COCC[Si](C)(C)C)OC)Cl